IC=1C=NN(C1C)C1CCC(N(C1)C(=O)OC(C)(C)C)(C)C tert-butyl 5-(4-iodo-5-methyl-pyrazol-1-yl)-2,2-dimethyl-piperidine-1-carboxylate